2-(2-{6,6-dimethylbicyclo[3.1.1]hept-2-en-2-yl}ethyl)-1,3-dioxan-5-one CC1(C2CC=C(C1C2)CCC2OCC(CO2)=O)C